N-(5-(4-(5-chloro-4-fluoro-2-(1-hydroxycyclobutyl)phenylamino)-1,3,5-triazin-2-ylamino)-2-((2-(dimethylamino)ethyl)(methyl)amino)-4-methoxyphenyl)acrylamide formic Acid Salt C(=O)O.ClC=1C(=CC(=C(C1)NC1=NC(=NC=N1)NC=1C(=CC(=C(C1)NC(C=C)=O)N(C)CCN(C)C)OC)C1(CCC1)O)F